(S)-1-(5-(tert-butyl)thiophene-2-carbonyl)-N-(4-(3-(2,3-dihydro-4H-pyrido[3,2-b][1,4]oxazin-4-yl)phenyl)thiazol-2-yl)azetidine-2-carboxamide C(C)(C)(C)C1=CC=C(S1)C(=O)N1[C@@H](CC1)C(=O)NC=1SC=C(N1)C1=CC(=CC=C1)N1C2=C(OCC1)C=CC=N2